C(CN(CC(=O)O)CC(=O)O)N(CC(=O)[O-])CC(=O)[O-].[Na+].[Na+] disodium dihydrogen ethylenediaminetetraacetate salt